methyl-ethyl-heptadecylamine CN(CCCCCCCCCCCCCCCCC)CC